N1=NC(=NC=C1)C(=O)N [1,2,4]triazin-3-carboxamide